dipotassium 2-hydroxy-2-sulfinylacetate OC(C(=O)[O-])=S=O.[K+].[K+].OC(C(=O)[O-])=S=O